BrCCCCOC1=CC(=C(C=C1)C1CCN(CC1)C1=CC(=C(C#N)C=C1)C(F)(F)F)F 4-{4-[4-(4-bromobutoxy)-2-fluorophenyl]piperidin-1-yl}-2-(trifluoromethyl)benzonitrile